Tetracosaheptaenoyl-CoA CC/C=C\C/C=C\C/C=C\C/C=C\C/C=C\C/C=C\CC/C=C/C(=O)SCCNC(=O)CCNC(=O)[C@@H](C(C)(C)COP(=O)(O)OP(=O)(O)OC[C@@H]1[C@H]([C@H]([C@@H](O1)N2C=NC3=C(N=CN=C32)N)O)OP(=O)(O)O)O